ClC1=C2C(=CNC2=C(C=C1)[C@@H]1CN(CCC1)C1=CC=C(C=C1)C1CCNCC1)C#N |o1:10| 4-Chloro-7-{(3R*)-1-[4-(piperidin-4-yl)phenyl]piperidin-3-yl}-1H-indole-3-carbonitrile